N[C@@H](C(=O)NCC1=CC=CC=C1)COC (R)-2-amino-N-benzyl-3-methoxy-propionamide